BrC=1C=C(C=2NC3=CC=C(C=C3C2C1)Br)CC 3,6-dibromoethylcarbazole